3-(3-((1-Aminocyclopentyl)methoxy)-4-cyano-5-(methylthio)phenyl)-6-(methylamino)imidazo[1,2-a]pyridine-5-carbonitrile NC1(CCCC1)COC=1C=C(C=C(C1C#N)SC)C1=CN=C2N1C(=C(C=C2)NC)C#N